4-[[6-[3-[5-(difluoromethyl)-6-[3-methyl-1-(2,2,2-trifluoroethyl)pyrazol-4-yl]pyridin-2-yl]pyrazolo[1,5-a]pyridin-6-yl]oxypyridazin-3-yl]methyl]morpholine FC(C=1C=CC(=NC1C=1C(=NN(C1)CC(F)(F)F)C)C=1C=NN2C1C=CC(=C2)OC2=CC=C(N=N2)CN2CCOCC2)F